L-Glutamic acid α-amide C(CC(=O)O)[C@@H](C(=O)N)N